(RS)-tert-butyl 3-(4-aminophenyl)piperidine-1-carboxylate NC1=CC=C(C=C1)[C@@H]1CN(CCC1)C(=O)OC(C)(C)C |r|